Palladium (II) methylsulfonate CS(=O)(=O)[O-].[Pd+2].CS(=O)(=O)[O-]